CBC dimethyl-boron hydride